6-bromo-N3-((1r,4r)-4-methoxycyclohexyl)pyridine-2,3-diamine BrC1=CC=C(C(=N1)N)NC1CCC(CC1)OC